tert-butyl-(3-(4-ethynyl-2,6-dimethoxyphenoxy)propoxy)dimethylsilane C(C)(C)(C)[Si](C)(C)OCCCOC1=C(C=C(C=C1OC)C#C)OC